C(C)(=O)O.N[C@@H](C(=O)N[C@@H](C(=O)N)CC(C)C)CC1=CC=CC=C1 (2R)-2-[[(2R)-2-amino-3-phenyl-propionyl]amino]-4-methyl-pentanoamide acetate